(R)-1-methyl-N-(3-(1-(4-methyl-4H-1,2,4-triazol-3-yl)propan-2-yl)phenyl)-1H-pyrazole-3-carboxamide CN1N=C(C=C1)C(=O)NC1=CC(=CC=C1)[C@@H](CC1=NN=CN1C)C